3-chloro-4-(pyrrolidin-1-ylsulfonyl)aniline ClC=1C=C(N)C=CC1S(=O)(=O)N1CCCC1